[Y].[Li].[Tl] thallium lithium yttrium